methyl 2-(2-(2-(4-((2-(2-methoxyethoxy)acetamido)methyl)phenyl)thiazole-4-carboxamido)acrylamido)acrylate COCCOCC(=O)NCC1=CC=C(C=C1)C=1SC=C(N1)C(=O)NC(C(=O)NC(C(=O)OC)=C)=C